OC1=C(C=C(C=C1Cl)C(C)(C)C1=CC(=C(C(=C1)Cl)O)Cl)Cl Bis-(4-hydroxy-3,5-dichlorophenyl)-propan